O[C@H](C(=O)O)CC(C)C (S)-2-hydroxy-4-methyl-valeric acid